S1C(=NC2=C1C=CC=C2)NC2=C(C1=C(N=N2)N(CC1)C=1SC(=C(N1)C(=O)O)CCCOC1=CC(=C(C=C1)C#CCN(C)C)F)C 2-{3-[(1,3-benzothiazol-2-yl)amino]-4-methyl-5H,6H,7H-pyrrolo[2,3-c]pyridazin-7-yl}-5-(3-{4-[3-(dimethylamino)prop-1-yn-1-yl]-3-fluorophenoxy}propyl)-1,3-thiazole-4-carboxylic acid